O1CCNC[C@@]12CN(CCC2)C=2C=CC(=NC2)NC=2C=CC(=C1CNC(C21)=O)C2=CN=C1N2C=CC(=C1)F (S)-7-((5-(1-oxa-4,8-diazaspiro[5.5]undecan-8-yl)pyridin-2-yl)amino)-4-(7-fluoroimidazo[1,2-a]pyridin-3-yl)isoindolin-1-one